N[C@@H](CNC(C(=O)OC)COC)C1=CC(=CC(=C1)Cl)Br methyl 2-(((R)-2-amino-2-(3-bromo-5-chlorophenyl)ethyl) amino)-3-methoxypropanoate